dithioglycolic acid C(CO)(=S)S